(S)-2-((4,6-dimethylpyrimidin-2-yl)oxy)-3-methoxy-3,3-diphenylpropionic acid CC1=NC(=NC(=C1)C)O[C@H](C(=O)O)C(C1=CC=CC=C1)(C1=CC=CC=C1)OC